2,3-dimethylbenzenesulfonic acid sodium [Na].CC1=C(C=CC=C1C)S(=O)(=O)O